CC/C=C\\C/C=C\\C/C=C\\C/C=C\\C/C=C\\C/C=C\\CCC(=O)OC[C@H](COP(=O)(O)OCCN)O The molecule is a 1-acyl-sn-glycero-3-phosphoethanolamine in which the acyl group is specified as 4Z,7Z,10Z,13Z,16Z,19Z-docosahexaenoyl. It has a role as a metabolite. It is a 1-acyl-sn-glycero-3-phosphoethanolamine and a lysophosphatidylethanolamine 22:6. It derives from an all-cis-docosa-4,7,10,13,16,19-hexaenoic acid.